C(N)(O[C@H](C(=O)NC(C[C@H]1C(NCC1)=O)C(C(=O)NC1CC1)=O)CC1CC1)=O ((2S)-3-cyclopropyl-1-((4-(cyclopropylamino)-3,4-dioxo-1-((S)-2-oxopyrrolidin-3-yl) butan-2-yl) amino)-1-oxopropan-2-yl) carbamate